6-chloro-N-(4-chloro-5,6-dimethoxy-pyrimidin-2-yl)-1H-indole-3-sulfonamide ClC1=CC=C2C(=CNC2=C1)S(=O)(=O)NC1=NC(=C(C(=N1)Cl)OC)OC